C(#N)C1=CC(=C(C=C1)NS(=O)(=O)C1=CNC(=C1)C1=C(C(=CC=C1)Cl)Cl)F N-(4-cyano-2-fluoro-phenyl)-5-(2,3-dichlorophenyl)-1H-pyrrole-3-sulfonamide